tert-butyl N-[(2S)-1-{3-bromo-5-chloro-7-iodofuro[3,2-b]pyridin-2-yl} propan-2-yl]carbamate BrC1=C(OC=2C1=NC(=CC2I)Cl)C[C@H](C)NC(OC(C)(C)C)=O